CC1=C2CC3(CCNCC3)C(C2=CC=C1)=O 4-methyl-spiro[indene-2,4'-piperidin]-1(3H)-one